7-chloro-2-methyl-N-(4-(4-(methylsulfonyl)-5-(tetrahydro-2H-pyran-4-yl)thiophen-2-yl)-5-(trifluoromethyl)pyrimidin-2-yl)-1,2,3,4-tetrahydroisoquinolin-6-amine ClC1=C(C=C2CCN(CC2=C1)C)NC1=NC=C(C(=N1)C=1SC(=C(C1)S(=O)(=O)C)C1CCOCC1)C(F)(F)F